Cl.N[C@H](C(=O)O)C(C)C.C1(CC1)C1=CC(=C(C=C1F)NC1=CC(=NC=C1C(=O)NOCC)NC1=NC=CN=C1)N(S(=O)(=O)C)C 4-((4-cyclopropyl-5-fluoro-2-(N-methylmethanesulfonamido)phenyl)amino)-N-ethoxy-6-(pyrazin-2-ylamino)nicotinamide (2S)-2-amino-3-methylbutanoate hydrochloride